4'-bromo-N-(4-(chlorodifluoromethoxy)phenyl)-2'-oxospiro[cyclohexane-1,3'-indoline]-6'-carboxamide BrC1=C2C3(C(NC2=CC(=C1)C(=O)NC1=CC=C(C=C1)OC(F)(F)Cl)=O)CCCCC3